OCC(CO)N1CC2(C1)CC(C2)N(C(C(F)(F)F)=O)[C@H]2[C@@H](C2)/C(=C/C2=CC=CC=C2)/CC N-(2-(1,3-dihydroxypropan-2-yl)-2-azaspiro[3.3]Heptane-6-yl)-2,2,2-trifluoro-N-((1R,2S)-2-((E)-1-phenylbut-1-en-2-yl)cyclopropyl)acetamide